(S)-2-(2,6-dichloro-4-(6-methyl-3,5-dioxo-4,5-dihydro-1,2,4-triazin-2(3H)-yl)phenoxy)-5-hydroxy-N-(tetrahydrofuran-3-yl)pyridine-4-sulfonamide ClC1=C(OC2=NC=C(C(=C2)S(=O)(=O)N[C@@H]2COCC2)O)C(=CC(=C1)N1N=C(C(NC1=O)=O)C)Cl